CC12CN(CC2C1C(NC(C)(C)C1=NC=C2N1C=CC=C2SC)=O)C(=O)OC(C)(C)C Tert-Butyl 1-Methyl-6-((2-(8-(Methylthio)Imidazo[1,5-a]Pyridin-3-yl)Propan-2-yl)Carbamoyl)-3-Azabicyclo[3.1.0]Hexane-3-Carboxylate